N1=C(C=CC=C1)C1=CC(=CS1)C#N 5-(pyridin-2-yl)thiophene-3-carbonitrile